C1(CC1)C=1C=C(C(=NC1)F)C1=C(C=NN1C1CCOCC1)C(=O)N[C@@H]1C(NC2=C(C(=N1)C1=CC=CC=C1)C=CC=C2F)=O 5-(5-cyclopropyl-2-fluoropyridin-3-yl)-N-[(3S)-9-fluoro-2-oxo-5-phenyl-1,3-dihydro-1,4-benzodiazepine-3-yl]-1-(oxacyclohex-4-yl)pyrazole-4-carboxamide